FC1=CC=C(C=C1)[C@H]([C@H]1[C@@H]2N(C(C=3N1N=CC(C3O)=O)=O)CCC2)C2=CC(=CC=C2)OC (9aR,10S)-10-((S)-(4-Fluorophenyl)(3-methoxyphenyl)methyl)-4-hydroxy-8,9,9a,10-tetrahydro-7H-pyrrolo[1',2':4,5]pyrazino[1,2-b]pyridazin-3,5-dion